(R)-5-(methoxymethyl)-5-methyl-N-(4-(4-methylpiperazin-1-yl)phenyl)-7-(thiazol-2-yl)-6,7-dihydro-5H-pyrrolo[2,3-d]pyrimidin-2-amine COC[C@]1(CN(C=2N=C(N=CC21)NC2=CC=C(C=C2)N2CCN(CC2)C)C=2SC=CN2)C